2-(bromomethyl)-2-ethylpentanoic acid BrCC(C(=O)O)(CCC)CC